CC1=C2C(=C(C(=C(C2=CC=C1C(=O)O)C(=O)O)C)C(=O)O)C trimethyl-1,3,6-naphthalenetricarboxylic acid